ClC1=C(C=C(C=C1)C1(CN(C1)C=1C=2N(C=CC1)N=C(N2)NC=2C=NN(C2)CC(=O)N2CCN(CC2)C)CC#N)F 2-[3-(4-chloro-3-fluoro-phenyl)-1-[2-[[1-[2-(4-methylpiperazin-1-yl)-2-oxo-ethyl]pyrazol-4-yl]amino]-[1,2,4]triazolo[1,5-a]pyridin-8-yl]azetidin-3-yl]acetonitrile